O=C1N(CCC(N1)=O)C1=CC(=C(CN(C2CCN(CC2)C2=NC(=C(C(=O)N)C=C2)C2=CC=C(C=C2)OC2=CC=CC=C2)C)C=C1)F 6-(4-((4-(2,4-dioxotetrahydropyrimidin-1(2H)-yl)-2-fluorobenzyl)(methyl)amino)piperidin-1-yl)-2-(4-phenoxyphenyl)nicotinamide